benzaldehyde carbon [C].C(C1=CC=CC=C1)=O